NC1=NC=NC2=C(C=CC=C12)C(=O)NC1=C2C=CN=C(C2=CC=C1C)NC1=CC(=C(C=C1)OC)OC 4-Amino-N-(1-((3,4-dimethoxyphenyl)amino)-6-methylisoquinolin-5-yl)quinazoline-8-carboxamide